2-(2-chlorophenyl)-N-(1-cyclopropyl-4-sulfamoyl-1H-indazol-6-yl)acetamide ClC1=C(C=CC=C1)CC(=O)NC1=CC(=C2C=NN(C2=C1)C1CC1)S(N)(=O)=O